Glutaconyl-L-carnitine CCCCCCCC/C=C\CCCCCC(CC(=O)O[C@@H](CCC(=O)[O-])[N+](C)(C)C)O